ethyl 1-methyl-1H-benzo[d][1,2,3]triazole-6-carboxylate CN1N=NC2=C1C=C(C=C2)C(=O)OCC